C1(=CC=CC2=CC=CC=C12)P(C1=CC=CC2=CC=CC=C12)C1=CC=CC2=CC=CC=C12 tris(1-naphthyl)phosphine